C(#N)C=C1CC(C1)NC(OC(C)(C)C)=O tert-Butyl (3-(cyanomethylene)cyclobutyl)carbamate